(R)-2-amino-5-(4-(2-(3,5-difluorophenyl)-2-hydroxyacetamido)-2-methylphenyl)-N-(2-(dimethylamino)ethyl)nicotinamide NC1=C(C(=O)NCCN(C)C)C=C(C=N1)C1=C(C=C(C=C1)NC([C@H](O)C1=CC(=CC(=C1)F)F)=O)C